C1(CCCCC1)OC1=CC=C(C=C1)NC=1SC(=C(N1)C)C(C)=O 2-((4-(cyclohexyloxy)phenyl)amino)-4-methyl-5-acetyl-thiazole